C1(CC1)N1C=C(C(C2=C(C(=C(C=C12)N1[C@H](CCC1)COC1=NC=CC=C1)F)C)=O)C(=O)O 1-cyclopropyl-6-fluoro-5-methyl-4-oxo-7-[(2R)-2-[(pyridin-2-yloxy)methyl]pyrrolidin-1-yl]quinoline-3-carboxylic acid